3-({[(3S)-1-[6-(hydroxymethyl)pyridin-3-yl]piperidin-3-yl]amino}methyl)-1-methyl-1,4-dihydroquinolin-4-one OCC1=CC=C(C=N1)N1C[C@H](CCC1)NCC1=CN(C2=CC=CC=C2C1=O)C